FC(CC1=CC=C(C=C1)N1N=C2CCNCC3C2=C1CCN3C(=O)OC(C)(C)C)(F)F tert-butyl 2-(4-(2,2,2-trifluoroethyl)phenyl)-2,3,4,5a,6,7,8,9-octahydro-5H-1,2,5,7-tetraazabenzo[cd]azulene-5-carboxylate